N-benzyl-6-(((1-(1-methyl-1H-tetrazol-5-yl)-1H-benzo[d]imidazol-2-yl)oxy)methyl)pyridin-2-amine C(C1=CC=CC=C1)NC1=NC(=CC=C1)COC1=NC2=C(N1C1=NN=NN1C)C=CC=C2